5-(2-(4'-cyano-[1,1'-biphenyl]-4-yl)vinyl)-1H-1,2,3-triazole-4-carboxylic acid C(#N)C1=CC=C(C=C1)C1=CC=C(C=C1)C=CC1=C(N=NN1)C(=O)O